C1=CC=CC=2C3=CC=CC=C3C(C12)COC(=O)N1[C@@H]2[C@H](C[C@H]1C(=O)O)CCC2 (2S,3aS,6aS)-1-{[(9H-fluoren-9-yl)methoxy]carbonyl}octahydrocyclopenta[b]pyrrole-2-carboxylic acid